Pyrazolo[1,5-a]pyridine N1=CC=C2N1C=CC=C2